COC(C(C)N1C=NC=2N(C(N(C(C12)=O)C)=O)CCOC(=O)C=1C=NC=CC1)=O 3-((2-(7-(1-methoxy-1-oxopropan-2-yl)-1-methyl-2,6-dioxo-1,2,6,7-tetrahydro-3H-purin-3-yl)ethoxy)carbonyl)pyridin